(4-methoxybenzyl)-2-oxoindoline-4-carboxamide COC1=CC=C(CN2C(CC=3C(=CC=CC23)C(=O)N)=O)C=C1